1-Allyl-4-hydroxy-1H-2,1-benzothiazin C(C=C)N1SC=C(C2=C1C=CC=C2)O